5-acetyl-1-(2,3,5,6-tetrafluorophenyl)indolin-2-one C(C)(=O)C=1C=C2CC(N(C2=CC1)C1=C(C(=CC(=C1F)F)F)F)=O